C(C)(C)(C)OC(=O)N1[C@@]2(CO[C@H](C1)C2)CO (1S,4R)-4-(hydroxymethyl)-2-oxa-5-azabicyclo[2.2.1]Heptane-5-carboxylic acid tert-butyl ester